N-(4-((4-(5-methyltetrahydro-furan-2-yl)-4-phenethylpiperidin-1-yl)methyl)phenyl)acetamide CC1CCC(O1)C1(CCN(CC1)CC1=CC=C(C=C1)NC(C)=O)CCC1=CC=CC=C1